2-(6-(((1S,2R,3R,5S,6R)-2,6-difluoro-1,5-dimethyl-8-azabicyclo[3.2.1]octan-3-yl)oxy)-1,2,4-triazin-3-yl)-5-(1H-imidazol-1-yl)phenol F[C@@H]1[C@@]2(C[C@H]([C@](C[C@H]1OC1=CN=C(N=N1)C1=C(C=C(C=C1)N1C=NC=C1)O)(N2)C)F)C